ClC=1C(=NC(=NC1)NC=1C=NN(C1C)C1CC(C1)C#N)OCC1CC(C1)(F)F 3-(4-((5-chloro-4-((3,3-difluorocyclobutyl)methoxy)pyrimidin-2-yl)amino)-5-methyl-1H-pyrazol-1-yl)cyclobutane-1-carbonitrile